2-(3-(1-(2',5'-difluoro-[1,1'-biphenyl]-3-yl)ethyl)-2-oxotetrahydropyrimidin-1(2H)-yl)-4-methylthiazole-5-sulfonamide FC1=C(C=C(C=C1)F)C1=CC(=CC=C1)C(C)N1C(N(CCC1)C=1SC(=C(N1)C)S(=O)(=O)N)=O